NC=1C(=NN(C1)[C@H](C#N)C)OC1CC1 (S)-2-(4-amino-3-cyclopropyloxy-1H-pyrazol-1-yl)propionitrile